cobalt (ii) sulfate S(=O)(=O)([O-])[O-].[Co+2]